trimethyl-[[1-(methoxy)vinyl]oxy]-silane C[Si](OC(=C)OC)(C)C